S(SC[C@@H]([C@H](CS(=O)[O-])O)O)C[C@@H]([C@H](CS(=O)[O-])O)O.[Na+].[Na+] sodium (2R,2'R,3R,3'R)-4,4'-disulfanediylbis(2,3-dihydroxybutane-1-sulfinate)